ClC1=C(C=C(C(=C1)Cl)Cl)CSCC1=C(C=C(C(=C1)Cl)Cl)Cl 2,4,5-trichlorophenylmethylsulfide